FC(C(=O)O)(F)F.C1(CC1)NC1CCN(CC1)C=1C2=CN(N=C2C(=CC1)C(=O)NC=1N=C2N(C=C(N=C2CNS(=O)(=O)C)C)C1)C 4-(4-(cyclopropylamino)piperidin-1-yl)-2-methyl-N-(6-methyl-8-(methylsulfonamidomethyl)imidazo[1,2-a]pyrazin-2-yl)-2H-indazole-7-carboxamide 2,2,2-trifluoroacetate